ClC1=C(C=C(C=C1)Cl)C=1C=C2CC(C(C2=CC1)NC(O[C@@H]1CN2CCC1CC2)=O)(C)C (S)-quinuclidin-3-yl (5-(2,5-dichlorophenyl)-2,2-dimethyl-2,3-dihydro-1H-inden-1-yl)carbamate